5-chloro-N-(2-(isopropylsulfonyl)phenyl)-2-(1H-pyrazol-4-yl)pyrimidine-4-amine ClC=1C(=NC(=NC1)C=1C=NNC1)NC1=C(C=CC=C1)S(=O)(=O)C(C)C